tert-butyl 4-methyl-3-oxo-hexanoate CC(C(CC(=O)OC(C)(C)C)=O)CC